CC1(CCN(CC1)C(=O)Cl)C 4,4-dimethylpiperidine-1-carbonyl chloride